({3',5'-dichloro-2'-[(pyridine-3-sulfonyl)amino][1,1'-biphenyl]-4-yl}oxy)ethanoic acid methyl ester COC(COC1=CC=C(C=C1)C1=C(C(=CC(=C1)Cl)Cl)NS(=O)(=O)C=1C=NC=CC1)=O